2-[(1R*,2R*)-1-cyclopropyl-2-(6-fluoropyridin-2-yl)-2-hydroxyethyl]-6-[5-(difluoromethyl)-1,3,4-oxadiazol-2-yl]-2,3-dihydro-1H-isoindol-1-one C1(CC1)[C@H]([C@@H](O)C1=NC(=CC=C1)F)N1C(C2=CC(=CC=C2C1)C=1OC(=NN1)C(F)F)=O |o1:3,4|